3-(4-((2-morpholinoethyl)thio)-1-oxoisoindolin-2-yl)piperidine-2,6-dione O1CCN(CC1)CCSC1=C2CN(C(C2=CC=C1)=O)C1C(NC(CC1)=O)=O